CC(C(=O)O)=CC(OC1(CCC1)C1=CC=C(C=C1)C(F)(F)F)=O 2-methyl-4-oxo-4-(1-(4-(trifluoromethyl)phenyl)cyclobutoxy)but-2-enoic acid